3,6-dimethyl-1,4-dioxan-2,5-dion CC1C(OC(C(O1)=O)C)=O